12-[(1-oxododecyl)oxy]octadecanoic acid O=C(CCCCCCCCCCC)OC(CCCCCCCCCCC(=O)O)CCCCCC